N-((2S,3R)-1-(1-(4-fluorophenyl)-1H-indazol-5-yl)-5-oxo-2-phenylpyrrolidin-3-yl)cyclopropanecarboxamide FC1=CC=C(C=C1)N1N=CC2=CC(=CC=C12)N1[C@H]([C@@H](CC1=O)NC(=O)C1CC1)C1=CC=CC=C1